6-(cyclopropanecarboxamido)-N-(2-hydroxy-5-methoxycyclohexyl)-1-(methylamino)-2,7-naphthyridine-4-carboxamide C1(CC1)C(=O)NC=1C=C2C(=CN=C(C2=CN1)NC)C(=O)NC1C(CCC(C1)OC)O